(methylcyclopentadienyl)tris(dimethylamino)hafnium CC1(C=CC=C1)[Hf](N(C)C)(N(C)C)N(C)C